FC1(CCC(CC1)NCCCC[C@@H](C)OC1=NC(=CC=C1S(=O)(=O)[C@@H]1[C@H](CCC1)C(=O)O)C)F (1R,2S)-2-((2-(((R)-6-((4,4-Difluorocyclohexyl)amino)hexan-2-yl)oxy)-6-methylpyridin-3-yl)sulfonyl)cyclopentane-1-carboxylic acid